Tert-butyl N-[3-[[2-[[4-[4-[6-chloro-4-(trifluoromethyl)-2-pyridyl] piperazin-1-yl]sulfonylphenyl]carbamoyl]-4-pyridyl]methylamino]propyl]carbamate ClC1=CC(=CC(=N1)N1CCN(CC1)S(=O)(=O)C1=CC=C(C=C1)NC(=O)C1=NC=CC(=C1)CNCCCNC(OC(C)(C)C)=O)C(F)(F)F